CC1=C(C=C(C=C1)NC(C1=C(C=C(C=C1)C1CN(CC1)C)C(F)(F)F)=O)NC1=NC=CC(=N1)C=1C=NC=CC1 N-[4-Methyl-3-(4-pyridin-3-yl-pyrimidin-2-ylamino)-phenyl]-4-(1-methyl-pyrrolidin-3-yl)-2-trifluoromethyl-benzamide